1-phenyl-7-(trifluoromethyl)pyrido[2,3-d]pyrimidine-2,4(1H,3H)-dione C1(=CC=CC=C1)N1C(NC(C2=C1N=C(C=C2)C(F)(F)F)=O)=O